tert-butyldimethyl-(3-(1-methylcyclopropyl)phenoxy)silane C(C)(C)(C)[Si](OC1=CC(=CC=C1)C1(CC1)C)(C)C